C(C1=CC=CC=C1)OC=1C(=CC2=C(N(N=N2)C2=NC=C(C=N2)Br)C1F)F 6-(Benzyloxy)-1-(5-bromopyrimidin-2-yl)-5,7-difluoro-1H-benzo[d][1,2,3]triazole